4-(4-nitrophenyl)piperazine [N+](=O)([O-])C1=CC=C(C=C1)N1CCNCC1